5-amino-7-(2-(4-(2-fluoro-5-(oxazol-2-yl)phenyl)-1,4-diazepan-1-yl)ethyl)-N,9-dimethyl-2-(pyridin-2-yl)-7H-pyrrolo[3,2-e][1,2,4]triazolo[1,5-c]pyrimidine-8-carboxamide NC1=NC2=C(C=3N1N=C(N3)C3=NC=CC=C3)C(=C(N2CCN2CCN(CCC2)C2=C(C=CC(=C2)C=2OC=CN2)F)C(=O)NC)C